(2-acetamido-5-cyclopropylnaphthalen-1-yl)-4-fluorobenzamide C(C)(=O)NC1=C(C2=CC=CC(=C2C=C1)C1CC1)C1=C(C(=O)N)C=CC(=C1)F